3-(5-bromo-4-(4-fluorophenyl)pyrimidin-2-yl)-1-methyl-1-(2-pyridylmethyl)urea BrC=1C(=NC(=NC1)NC(N(CC1=NC=CC=C1)C)=O)C1=CC=C(C=C1)F